C12CN(CC2C1)C1=CC=C(C(=N1)C)CN1N=C(C(=C1)C(=O)O)CC#N 1-[(6-{3-azabicyclo[3.1.0]hex-3-yl}-2-methylpyridin-3-yl)methyl]-3-(cyanomethyl)-1H-pyrazole-4-carboxylic acid